OC(C[P]OCCNC(=O)OCC(Cl)(Cl)Cl)(COC(CCCCCCCCCCCCCCCCC)=O)OC(CCCCCCCCCCCCCCCCC)=O (2-hydroxy)(trichloroethoxycarbonylaminoethoxy)(2,3-distearoyloxypropyl)phosphorus